methyl-N-(2,3,5-trifluorobenzyl)pivalamide CCC(C(=O)NCC1=C(C(=CC(=C1)F)F)F)(C)C